2-(7,7-difluoro-9-methyl-9-azabicyclo[3.3.1]nonan-3-yl)-5-((2R,5S)-5-methylpiperidin-2-yl)benzo[d]thiazole FC1(CC2CC(CC(C1)N2C)C=2SC1=C(N2)C=C(C=C1)[C@@H]1NC[C@H](CC1)C)F